CC(CCCCCCCCCCCC)CCCCCCCCCCCCCCC 13-Methyloctacosane